FC(C(=O)O)(F)F.NCCN(C1=C(C=C(C=C1)NC1=NC=2N(C(=N1)NC1CC1)N=CC2C#N)CS(=O)(=O)C)C 2-(4-((2-aminoethyl)(methyl)amino)-3-(methylsulfonylmethyl)phenylamino)-4-(cyclopropylamino)pyrazolo[1,5-a][1,3,5]triazine-8-carbonitrile monotrifluoroacetic acid salt